2-AMINO-4H-CHROMENE NC=1OC2=CC=CC=C2CC1